CC(CC(=O)N1CCC2([C@@H](C2)CNC(=O)N2CC=3C=NC=CC3C2)CC1)C N-[[(2R)-6-(3-methylbutanoyl)-6-azaspiro[2.5]octan-2-yl]methyl]-1,3-dihydropyrrolo[3,4-c]pyridine-2-carboxamide